NC1(COC1)C1=CC=C(C=C1)C=1C2=C(N=C(N1)N1[C@H](CC1)C#N)C(CC2)(F)F (R)-1-(4-(4-(3-aminooxetan-3-yl)phenyl)-7,7-difluoro-6,7-dihydro-5H-cyclopenta[d]pyrimidin-2-yl)azetidine-2-carbonitrile